N-({4-[6-(3,4-difluorophenyl)pyridine-2-sulfonyl]phenyl}methyl)furo[2,3-c]pyridine-2-carboxamide FC=1C=C(C=CC1F)C1=CC=CC(=N1)S(=O)(=O)C1=CC=C(C=C1)CNC(=O)C1=CC=2C(=CN=CC2)O1